perfluoro(4-methylcyclopentene) FC1=C(C(C(C1(F)F)(C(F)(F)F)F)(F)F)F